FC1=C(C=CC(=C1)C(F)(F)F)NC(=O)C1C(C(CCC1)C1=CC(=C(C=C1)C(F)(F)F)C#CC)C(=O)O 2-((2-fluoro-4-(trifluoromethyl)phenyl)carbamoyl)-6-(3-(prop-1-yn-1-yl)-4-(trifluoromethyl)phenyl)cyclohexane-1-carboxylic acid